6-Cyano-N-[2-(4-formylcyclohexyl)pyrazolo[3,4-c]pyridin-5-yl]pyridine-2-carboxamide C(#N)C1=CC=CC(=N1)C(=O)NC1=CC=2C(C=N1)=NN(C2)C2CCC(CC2)C=O